N-(4-Aminopyridin-2-yl)-N-(3-chloro-4-methylphenyl)acetamide NC1=CC(=NC=C1)N(C(C)=O)C1=CC(=C(C=C1)C)Cl